n-Octylamine hydrobromide Br.C(CCCCCCC)N